Hept-2-yl-cyclohexanol CC(CCCCC)C1(CCCCC1)O